C1(CCCCC1)C1(C(C2=CC=C(C=C2CC1)OC)(O)C1=CC=C(C=C1)N1CCC(CC1)C(OC)OC)C 2-cyclohexyl-1-(4-(4-(dimethoxymethyl)piperidin-1-yl)phenyl)-6-methoxy-2-methyl-1,2,3,4-tetrahydronaphthalen-1-ol